C(C#CC)(=O)N1CC2(C1)CN(CC2)C2=C(C#N)C(=CN=C2)C2=C(C=CC=C2O)F 3-(2-(but-2-ynoyl)-2,6-diazaspiro[3.4]octan-6-yl)-5-(2-fluoro-6-hydroxyphenyl)isonicotinonitrile